1-(((3S)-1-((3-cyano-1-azetidinyl)sulfonyl)-3-piperidinyl)carbonyl)-N-(3,5-difluorobenzyl)-L-prolinamide C(#N)C1CN(C1)S(=O)(=O)N1C[C@H](CCC1)C(=O)N1[C@@H](CCC1)C(=O)NCC1=CC(=CC(=C1)F)F